CC1=C(C(=CC(=C1)C)C)O[Te](=O)[O-] 2,4,6-trimethylphenyltellurite